(3R)-3-(4-chlorophenyl)-2-[(5-chloropyridin-2-yl)methyl]-6-[2-hydroxy-1-(4-methyl-1,4-diazepan-1-yl)propan-2-yl]-3-methoxy-2,3-dihydro-1H-isoindol-1-one ClC1=CC=C(C=C1)[C@@]1(N(C(C2=CC(=CC=C12)C(CN1CCN(CCC1)C)(C)O)=O)CC1=NC=C(C=C1)Cl)OC